(N-[4-amino-5-(indan-5-carbonyl)thiazol-2-yl]-4-fluoro-anilino)propanamide Methyl-5-(N-ethyl-N-(2,2,2-trifluoro-1-(4-fluorophenyl)ethyl)sulfamoyl)thiazole-2-carboxylate COC(=O)C=1SC(=CN1)S(N(C(C(F)(F)F)C1=CC=C(C=C1)F)CC)(=O)=O.NC=1N=C(SC1C(=O)C=1C=C2CCCC2=CC1)N(C1=CC=C(C=C1)F)C(C(=O)N)C